chloro-1-[4-(2-chloroacetyl)piperazin-1-yl]ethanone ClCC(=O)N1CCN(CC1)C(CCl)=O